[N+](=O)([O-])C1=CC=C(C=2C1=NON2)N[C@@H](C=O)[C@@H](O)[C@H](O)[C@H](O)CO 2-deoxy-2-[(7-nitro-2,1,3-benzooxadiazol-4-yl)amino]-D-glucose